C(C1=CC=CC=C1)OC=1C=C2OC=3C=C4C(=CC3C(C2=C(C1)OC)=O)OCO4 7-(benzyloxy)-9-methoxy-10H-[1,3]dioxolo[4,5-b]xanthen-10-one